5-chloro-2-(4,4-difluoroazepan-1-yl)-6-methylnicotinamide ClC=1C(=NC(=C(C(=O)N)C1)N1CCC(CCC1)(F)F)C